bis(phenoxymethyl)-1,1'-biphenyl O(C1=CC=CC=C1)CC1=CC=C(C=C1)C1=CC=C(C=C1)COC1=CC=CC=C1